(E)-(4-(N-((1,2,3,5,6,7-hexahydro-s-indacen-4-yl)carbamoyl)sulfamoyl)-2-methylbut-3-en-2-yl)carbamic acid tert-butyl ester C(C)(C)(C)OC(NC(C)(\C=C\S(NC(NC1=C2CCCC2=CC=2CCCC12)=O)(=O)=O)C)=O